tert-Butyl (±)-trans-4-phenyl-3-[(isoquinolin-5-ylcarbamoyl)oxy]pyrrolidine-1-carboxylate C1(=CC=CC=C1)[C@H]1[C@@H](CN(C1)C(=O)OC(C)(C)C)OC(NC1=C2C=CN=CC2=CC=C1)=O |r|